5-fluoroindane-1-carboxylic acid FC=1C=C2CCC(C2=CC1)C(=O)O